Cl.C[C@]1(NCCC1)CO [(2R)-2-methylpyrrolidin-2-yl]methanol hydrochloride